FC1(CC(CC1)C1=NC2=NC=NC(=C2N1)C(=O)NCC1=CC(=CC(=C1)NC=1C=NN(C1)C)F)F 8-(3,3-difluorocyclopentyl)-N-(3-fluoro-5-((1-methyl-1H-pyrazol-4-yl)amino)benzyl)-7H-purine-6-carboxamide